1-(2-fluoro-6-methoxy-3-((4-methyl-6-(methylamino)pyrimidin-2-yl)amino)phenyl)-1H-pyrazole-4-carbaldehyde FC1=C(C(=CC=C1NC1=NC(=CC(=N1)C)NC)OC)N1N=CC(=C1)C=O